FC1CC(N(C1)C(C(C)N1N=CC=C1)=O)C(=O)NC(C1=CC=C(C=C1)C(C)C)C1=CC=CC=C1 4-fluoro-N-{phenyl[4-(propan-2-yl)phenyl]methyl}-1-[2-(1H-pyrazol-1-yl)propanoyl]pyrrolidine-2-carboxamide